C(C(C)C)N1C=[N+](C=C1)CC(C)C 1,3-diisobutylimidazolium